4-((4-(4-((1-(2-(2,6-dioxopiperidin-3-yl)-1,3-dioxoisoindolin-5-yl)pyrrolidine-3-yl)methyl)piperazin-1-yl)-3-fluorophenyl)amino)-6-(piperidin-1-yl)nicotinamide O=C1NC(CCC1N1C(C2=CC=C(C=C2C1=O)N1CC(CC1)CN1CCN(CC1)C1=C(C=C(C=C1)NC1=CC(=NC=C1C(=O)N)N1CCCCC1)F)=O)=O